N1=C(C=CC=C1CN(CC=1C(=NC=CC1)C(=O)O)CC=1C(=NC=CC1)C(=O)O)CN(CC=1C(=NC=CC1)C(=O)O)CC=1C(=NC=CC1)C(=O)O 6'''-(((pyridine-2,6-diylbis(methylene))bis(azanetriyl))tetrakis(methylene))tetrapicolinic acid